C12CN(CC(N1)C2)C=2C(=C(C1=CN(C=C1C2)C2C(NC(CC2)=O)=O)F)F 6-(3,6-diazabicyclo[3.1.1]heptane-3-yl)-2-(2,6-dioxopiperidin-3-yl)-4,5-difluoroisoindol